FC(C(C(OC(=C(F)F)F)(F)F)(OC1=C(C(=C(C(=C1F)F)F)F)F)F)(F)F hexafluoro-2-(pentafluorophenoxy)-1-(trifluorovinyloxy)propane